C1(CC1)C1=C(C=CC=C1C=1C=NN(C1)C)CC(=O)N[C@H]1C(CCC[C@@H]1OC1CCN(CC1)C(C)C)(F)F 2-(2-cyclopropyl-3-(1-methyl-1H-pyrazol-4-yl)phenyl)-N-((1R,6S)-2,2-difluoro-6-((1-isopropylpiperidin-4-yl)oxy)cyclohexyl)acetamide